N,N-diethylamino-α-methylstyrene C(C)N(CC)C=C(C1=CC=CC=C1)C